3-(2-amino-6-(1H-indol-7-yl)phenyl)-N,N-dimethylpropanamide NC1=C(C(=CC=C1)C=1C=CC=C2C=CNC12)CCC(=O)N(C)C